FC(OCC(=O)N)F 2-(difluoromethoxy)acetamide